ClC1=C(C(=O)NCC(N2CCC(CC2)COC=2SC=C(N2)C)C2=C(N=CS2)C(F)F)C(=CC=C1)F 2-Chloro-N-{2-[4-(difluoromethyl)-1,3-thiazol-5-yl]-2-(4-{[(4-methyl-1,3-thiazol-2-yl)oxy]methyl}piperidin-1-yl)ethyl}-6-fluorobenzamide